CC=1N=C(SC1C)N1N(NC(=N1)C1=CC=CC=C1)C1=CC=CC=C1 3-[4,5-dimethylthiazol-2-yl]-2,5-diphenyltetrazole